[Si](C)(C)(C(C)(C)C)OCC(C)(O)C=1SC=C(N1)CO[Si](C)(C)C(C)(C)C 1-((Tert-butyldimethylsilyl)oxy)-2-(4-(((tert-butyldimethylsilyl)oxy)methyl)thiazol-2-yl)propan-2-ol